4-(4-hydroxyphenyl)-5,6-diphenyl-2-amino-3-cyanopyridine OC1=CC=C(C=C1)C1=C(C(=NC(=C1C1=CC=CC=C1)C1=CC=CC=C1)N)C#N